1,6-dihydro-oxazine O1N=CC=CC1